C(C)(C)(C)OC(=O)NCCC(CC(=O)O)(C)C.CC1=CC=C(C=C1)S(=O)(=O)O 4-methylbenzenesulfonic acid 5-((tert-butoxycarbonyl)amino)-3,3-dimethylpentanoate